FC1([C@@H]2N(CCN(C1)CC2)C(=O)C=2C1=C(N(N2)C2=CC=C(C=C2)OC)CCOC1)F [(5R)-6,6-difluoro-1,4-diazabicyclo[3.2.2]nonan-4-yl]-[1-(4-methoxyphenyl)-1,4,6,7-tetrahydropyrano[4,3-c]pyrazol-3-yl]methanone